BrC1=NC(=CC(=C1)OCOCC[Si](C)(C)C)Br 2,6-dibromo-4-((2-(trimethylsilyl)ethoxy)methoxy)pyridine